4-((6-((6-methylpyridin-2-yl)amino)pyrimidin-4-yl)amino)nicotinonitrile CC1=CC=CC(=N1)NC1=CC(=NC=N1)NC1=CC=NC=C1C#N